1-(2,6-dichlorophenyl)-4-((4-(3-fluoropyrrolidine-1-carbonyl)phenyl)amino)-1H-pyrazole-3-carboxamide ClC1=C(C(=CC=C1)Cl)N1N=C(C(=C1)NC1=CC=C(C=C1)C(=O)N1CC(CC1)F)C(=O)N